C(C)CC(CC(=O)[O-])=O.C(CCCCCCCC)CC(CC(=O)[O-])=O.C(CCCCCCCC)CC(CC(=O)[O-])=O.[Al+3] aluminum bis(nonyl acetoacetate)-mono(ethyl acetoacetate)